CN1C=NC(=C1)C(=O)NC1=C(C=CC(=C1)NC(C1=CC=C(C=C1)C)=O)C 1-Methyl-N-{2-methyl-5-[(4-methylbenzoyl)amino]phenyl}-1H-imidazole-4-carboxamide